2,2'-azobis(2-methylbutanenitrile) tert-butyl-(S)-(1-(5-(3-fluoro-4-(1-(tetrahydro-2H-pyran-4-yl)piperidin-4-yl)phenyl)-3-methylthiophene-2-carbonyl)pyrrolidin-3-yl)carbamate C(C)(C)(C)N(C(O)=O)[C@@H]1CN(CC1)C(=O)C=1SC(=CC1C)C1=CC(=C(C=C1)C1CCN(CC1)C1CCOCC1)F.N(=NC(C#N)(CC)C)C(C#N)(CC)C